morpholinooxazolo[4,5-b]pyridine-6-carboxamide O1CCN(CC1)C=1OC=2C(=NC=C(C2)C(=O)N)N1